CNC(C1=CC(=C(C=C1)NCC#CC1=CC(=C2C=CN(C2=C1)CC(F)(F)F)N[C@@H]1[C@H](CN(CC1)C)F)OC)=O N-methyl-4-(3-{4-[(3S,4S)-3-fluoro-1-methyl-4-piperidylamino]-1-(2,2,2-trifluoroethyl)-6-indolyl}-2-propynylamino)-3-anisamide